ClC=1N=C(C2=C(N1)C=CN=C2)N2CCOCC2 4-(2-chloropyrido[4,3-d]pyrimidin-4-yl)morpholine